(3R,7S)-2-(3,4-Dichlorobenzoyl)-9-(1-(4-(difluoromethoxy)-3-fluorophenyl)ethyl)-3-methyl-10-oxo-1,2,3,4,7,8,9,10-octahydropyrido[4',3':3,4]pyrazolo[1,5-a]pyrazine-7-carboxylic acid ClC=1C=C(C(=O)N2CC=3C(=NN4C3C(N(C[C@H]4C(=O)O)C(C)C4=CC(=C(C=C4)OC(F)F)F)=O)C[C@H]2C)C=CC1Cl